C(CCCCCCCCC)S(=O)Cl decane-1-sulfinyl chloride